(2R)-2-[[bis(4-methoxyphenyl)-phenyl-methoxy]methyl]oxirane COC1=CC=C(C=C1)C(OC[C@@H]1OC1)(C1=CC=CC=C1)C1=CC=C(C=C1)OC